ClC=1N=C(C2=C(N1)C=CN2C2=CC=CC=C2)NC2C(C1CCC2CC1)C(=O)OC (+/-)-trans-methyl 3-((2-chloro-5-phenyl-5H-pyrrolo[3,2-d]pyrimidin-4-yl)amino)bicyclo[2.2.2]octane-2-carboxylate